BrC1=CC(=NC=C1)NC(CN1CC2CN(C(C1)CC2)C)=O N-(4-bromopyridin-2-yl)-2-{6-methyl-3,6-diazabicyclo[3.2.2]nonan-3-yl}acetamide